N1(CCNCC1)CCN(CCCCC(C(=O)[O-])(CCCCCC)CCCC)CCCCC(C(=O)[O-])(CCCCCC)CCCC ((2-(piperazin-1-yl)ethyl) azanediyl)bis(butane-4,1-diyl)bis(2-butyloctanoate)